F[As-](F)(F)(F)(F)F.C1(=CC=CC=C1)[S+](C1=CC=C(C=C1)SC1=CC=CC=C1)C1=CC=CC=C1 diphenyl-(4-phenylthiophenyl)sulfonium hexafluoroarsenate